1-heptadecanoyl-2-(9Z-nonadecenoyl)-glycero-3-phosphoserine CCCCCCCCCCCCCCCCC(=O)OC[C@H](COP(=O)(O)OC[C@@H](C(=O)O)N)OC(=O)CCCCCCC/C=C\CCCCCCCCC